4-(5-(3-Ethoxy-2,6-difluoro-4-methoxyphenyl)pyridin-3-yl)-1,2-oxaborolan-2-ol C(C)OC=1C(=C(C(=CC1OC)F)C=1C=C(C=NC1)C1CB(OC1)O)F